3-(2-(5-cyclopropyl-3-(2-(trifluoromethoxy)phenyl)isoxazol-4-yl)-7-azaspiro[3.5]non-1-en-7-yl)-1-methyl-1H-pyrazolo[4,3-b]pyridine-6-carboxylic acid C1(CC1)C1=C(C(=NO1)C1=C(C=CC=C1)OC(F)(F)F)C1=CC2(C1)CCN(CC2)C2=NN(C=1C2=NC=C(C1)C(=O)O)C